2-methyl-6,7-dihydro-5H-8-quinolinone CC1=NC=2C(CCCC2C=C1)=O